N1,N1'-([1,1'-biphenyl]-4,4'-diyl)bis(N1-phenyl-N4,N4'-di-m-tolylbenzene-1,4-diamine) C1(=CC=C(C=C1)N(C1=CC=C(C=C1)N(C=1C=C(C=CC1)C)C=1C=C(C=CC1)C)C1=CC=CC=C1)C1=CC=C(C=C1)N(C1=CC=C(C=C1)N(C=1C=C(C=CC1)C)C=1C=C(C=CC1)C)C1=CC=CC=C1